6-chloro-1-hexene ClCCCCC=C